ClC1=CC=C2C(=NC(=NC2=C1)NN)N(C1=CC=CC=C1)C 7-chloro-2-hydrazinyl-N-methyl-N-Phenylquinazolin-4-amine